ClC=1C=CC(=C(C1)C=1C=CC(=[N+](C1)[O-])[C@H](C(=O)NC1=CC=C(C(=O)O)C=C1)CC1CC1)OC(F)F |o1:14| (R)- or (S)-4-[(2-{5-[5-chloro-2-(difluoromethoxy)phenyl]-1-oxidopyridin-2-yl}-3-cyclopropylpropanoyl)amino]benzoic acid